O([C@H]1[C@H](O)[C@@H](O)[C@@H](O)[C@H](O1)CO)C1=CNC2=CC=CC(=C12)Cl 4-Chloro-3-indolyl β-D-Galactopyranoside